ClC1=NC(=NC=C1F)N1CCC(CC1)C(=O)N1OCC[C@H]1C1=NC=CN=C1 (S)-(1-(4-chloro-5-fluoropyrimidin-2-yl)piperidin-4-yl)(3-(pyrazin-2-yl)isoxazolidin-2-yl)methanone